NC1=C(C=C(C=C1)CCN1[C@H](O[C@@H](C1=O)C)C=1C(=NN(C1)C1=CC=C(C=C1)Br)C1=CC=C(C=C1)F)F (2r,5r)-3-(4-amino-3-fluorophenylethyl)-2-(1-(4-bromophenyl)-3-(4-fluorophenyl)-1H-pyrazol-4-yl)-5-methyl-oxazolidin-4-one